ethyl 3-((6-(thiazol-5-yl)isoquinolin-3-yl)amino)cyclobutane-1-carboxylate S1C=NC=C1C=1C=C2C=C(N=CC2=CC1)NC1CC(C1)C(=O)OCC